[C@H]12CNC[C@H](CC1)N2C2=NC(=C(C=1CN(CCC21)C2=CC=CC1=CC=CC(=C21)Br)C#N)OCC2N(CCC2)C ((1r,5s)-3,8-diazabicyclo[3.2.1]oct-8-yl)-6-(8-bromonaphthalen-1-yl)-3-((1-methylpyrrolidin-2-yl)methoxy)-5,6,7,8-tetrahydro-2,6-naphthyridine-4-carbonitrile